(S)-3-amino-3-(benzo[d][1,3]dioxol-5-yl)propanoic acid N[C@@H](CC(=O)O)C1=CC2=C(OCO2)C=C1